C(C)(C)C=1C=NN2C1N=C(C=C2NC2C1CN(CC2CC1)C(=O)OC1CN(C1)C(\C=C\CN(C)C)=O)NC1CCOCC1 (E)-1-(4-(dimethylamino)but-2-enoyl)azetidin-3-yl 8-((3-isopropyl-5-((tetrahydro-2H-pyran-4-yl)amino)pyrazolo[1,5-a]pyrimidin-7-yl)amino)-3-azabicyclo[3.2.1]octane-3-carboxylate